COC1=CC=C(C=C1)C1=NNC2=NC=C(C=C21)N 3-(4-methoxyphenyl)-1H-pyrazolo[3,4-b]pyridin-5-amine